5-Amino-2-[1-methyl-3-(trifluoromethyl)-1H-pyrazol-5-yl]benzenesulfonamide NC=1C=CC(=C(C1)S(=O)(=O)N)C1=CC(=NN1C)C(F)(F)F